(3R,6S,9aS)-1-cinnamoyl-3,6-diisobutyl-8-(1-methylpiperidin-4-yl)tetrahydropyrazino[2,1-c][1,2,4]oxadiazine-4,7(3H,6H)-dione C(C=CC1=CC=CC=C1)(=O)N1O[C@@H](C(N2[C@@H]1CN(C([C@@H]2CC(C)C)=O)C2CCN(CC2)C)=O)CC(C)C